C(C)O[Si](CCCOCC1CO1)(OCC)OCC triethoxy(3-glycidyl-oxypropyl)silane